methyl 3-(bromomethyl)-2-methoxybenzoate BrCC=1C(=C(C(=O)OC)C=CC1)OC